N1-((1R,4R)-4-(4-(3-FLUORO-6,7-DIHYDRO-5H-PYRROLO[3,4-B]PYRIDINE-6-CARBOXAMIDO)PHENYL)CYCLOHEXYL)-N2-(2-HYDROXY-2-METHYLPROPYL)OXALAMIDE FC=1C=C2C(=NC1)CN(C2)C(=O)NC2=CC=C(C=C2)C2CCC(CC2)NC(C(=O)NCC(C)(C)O)=O